2-((1s,2s)-1-(2-cyanophenyl)-1-(3-fluoro-1H-pyrazol-4-yl)propan-2-yl)-5-hydroxy-N-(isoxazol-4-yl)-1-methyl-6-oxo-1,6-dihydropyrimidine-4-carboxamide C(#N)C1=C(C=CC=C1)[C@H]([C@H](C)C=1N(C(C(=C(N1)C(=O)NC=1C=NOC1)O)=O)C)C=1C(=NNC1)F